bis(6,6-dipentoxyhexyl) 6-[heptylsulfanylcarbonyl-[(1-methyl-4-piperidyl)methyl]amino]undecanedioate C(CCCCCC)SC(=O)N(C(CCCCC(=O)OCCCCCC(OCCCCC)OCCCCC)CCCCC(=O)OCCCCCC(OCCCCC)OCCCCC)CC1CCN(CC1)C